CC1(O[C@H]2[C@H]([C@H](OC[C@@H]2NC2=NC(=CN=C2)C(F)(F)F)CNC(=O)[C@@H]2[C@@H](C2)F)O1)C (1R,2R)-N-(((3aS,4R,7S,7aR)-2,2-dimethyl-7-((6-(trifluoromethyl)pyrazin-2-yl)amino)tetrahydro-4H-[1,3]dioxolo[4,5-c]pyran-4-yl)methyl)-2-fluorocyclopropane-1-carboxamide